N-[[1-[4-[[3-[4-(cyanomethoxy)-2,3-difluoro-phenyl]imidazo[1,2-a]pyrazin-8-yl]amino]-2-methyl-benzoyl]-4-piperidyl]methyl]-2-(methylamino)acetamide C(#N)COC1=C(C(=C(C=C1)C1=CN=C2N1C=CN=C2NC2=CC(=C(C(=O)N1CCC(CC1)CNC(CNC)=O)C=C2)C)F)F